(S,4S,4'S,7S,7'S,9aS,9a'S)-N,N'-(ethane-1,2-diylbis-(4,1-phenylene))bis(8,8-dimethyl-4-((S)-2-(methyl-amino)propanamido)-5-oxooctahydropyrrolo[2,1-b][1,3]thiazepine-7-carboxamide) C(CC1=CC=C(C=C1)NC(=O)[C@@H]1C(C[C@@H]2SCC[C@@H](C(N21)=O)NC([C@H](C)NC)=O)(C)C)C2=CC=C(C=C2)NC(=O)[C@@H]2C(C[C@@H]1SCC[C@@H](C(N12)=O)NC([C@H](C)NC)=O)(C)C